2-acetamidoethyl ((R)-2,3-bis(oleoyloxy) propyl) phosphate sodium salt [Na+].P(=O)(OCCNC(C)=O)(OC[C@@H](COC(CCCCCCC\C=C/CCCCCCCC)=O)OC(CCCCCCC\C=C/CCCCCCCC)=O)[O-]